NC(CO)CO 2-amino-1,3-propylene glycol